O1C(=NC2=C1C=CC=C2)C2=CC=C(C=C2)NC2=CC=CC=C2 {4-(benzoxazole-2-yl)phenyl}phenylamine